C(CCCCCCCCC)(=O)OC[C@@H](OC(CCCCCCCCC)=O)COP(=O)(O)OCC[N+](C)(C)C 1,2-Didecanoyl-sn-glycero-3-phosphorylcholine